p-tert-butylphenol disulphide C(C)(C)(C)C12C(C3C(C=C1)(O)S3)S2